3-(5-(4-fluorophenyl)-2,3-dihydrobenzofuran-2-yl)benzoic acid FC1=CC=C(C=C1)C=1C=CC2=C(CC(O2)C=2C=C(C(=O)O)C=CC2)C1